C1NCC12CC(C2)CC2=NC(=NS2)C(F)(F)F 5-(2-azaspiro[3.3]-heptan-6-ylmethyl)-3-(trifluoromethyl)-1,2,4-thiadiazole